(S)-N-(1-(3,4-dichlorophenyl)-2-(pyrrolidin-1-yl)ethyl)-4-(trifluoromethoxy)benzenesulfonamide ClC=1C=C(C=CC1Cl)[C@@H](CN1CCCC1)NS(=O)(=O)C1=CC=C(C=C1)OC(F)(F)F